C(C)(C)(C)OOC1=C(C=CC=C1C(=C)C)C(C)C (tert-butylperoxy)isopropyl-3-isopropenylbenzene